O=S1(CCC(CC1)C1=NC2=CC(=NC=C2C=C1)CNC(C1=CC(=C(C=C1)C)S(=O)(=O)C)=O)=O N-((2-(1,1-dioxidotetrahydro-2H-thiopyran-4-yl)-1,6-naphthyridin-7-yl)methyl)-4-methyl-3-(methylsulfonyl)benzamide